O[C@@H](CC(=O)[O-])CCCCCCCCCCC (R)-3-hydroxymyristate